5-amino-8-(2,6-dimethyl-4-pyridinyl)-2-(2-morpholinoethyl)-7-phenyl-[1,2,4]triazolo[4,3-c]pyrimidin-3-one NC1=NC(=C(C=2N1C(N(N2)CCN2CCOCC2)=O)C2=CC(=NC(=C2)C)C)C2=CC=CC=C2